3-fluoro-4-((7-methoxy-1H-imidazo[4,5-c][1,8]naphthyridin-1-yl)methyl)benzenesulfonamide FC=1C=C(C=CC1CN1C=NC=2C=NC=3N=C(C=CC3C21)OC)S(=O)(=O)N